C(C)[SiH](O[Si](C)(C)O[SiH](C)C)O[SiH](C)C ethyl-(dimethylsilyloxy)[(dimethylsiloxy)dimethylsiloxy]silane